C(C(=C)C)(=O)OCCC(C(C)C)C 3,4-dimethyl-1-pentyl methacrylate